OC(CO)C1=C(OC2=C(C=C(C=C2C1=O)C)[C@@H](C)NC1=C(C(=O)OC(C)(C)C)C=CC=C1)N1CCC(CC1)(C)C tert-butyl 2-(((1R)-1-(3-(1,2-dihydroxyethyl)-2-(4,4-dimethylpiperidin-1-yl)-6-methyl-4-oxo-4H-chromen-8-yl)ethyl)amino)benzoate